C(C)(=O)NC=1C=C2C=CN=CC2=CC1 6-acetamidoisoquinoline